(R)-N-(1-(2-((2-(3-Fluorophenyl)-2-hydroxyethyl)amino)-2-methylpropyl)-4-methylpiperidin-4-yl)acetamide FC=1C=C(C=CC1)[C@H](CNC(CN1CCC(CC1)(C)NC(C)=O)(C)C)O